tert-butyl 3-(benzotriazole-2-carbonyl)azetidine-1-carboxylate N=1N(N=C2C1C=CC=C2)C(=O)C2CN(C2)C(=O)OC(C)(C)C